BrC=1C=C(C=C2CCCC3(C12)CC3)OC 8'-bromo-6'-methoxy-3',4'-dihydro-2'H-spiro[cyclopropane-1,1'-naphthalene]